Cl/C=C/CO\N=C(/CC)\C=1C(CC(CC1O)CC(C)SCC)=O (±)-2-[(E)-1-[(E)-3-Chloroallyloxyimino]propyl]-5-[2-(ethylthio)propyl]-3-hydroxycyclohex-2-enon